BrC1=CC=C2C(=CNC2=C1)C=1C(N[C@@H]([C@H](N1)C1=CC=CC=C1)C1=CC=CC=C1)=O (5R,6R)-3-(6-bromo-1H-indol-3-yl)-5,6-diphenyl-5,6-dihydropyrazin-2(1H)-one